C1(CC1)N1C=C(C(C2=CC(=C(C=C12)N1CCNCC1)F)=O)C(=O)O cyclopropyl-6-fluoro-1,4-dihydro-4-oxo-7-(1-piperazinyl)-3-quinolinecarboxylic acid